ClC1=CC=C(C=C1)C1=C(CCC(C1)(C)C)CN1CCN(CC1)C1=CC(=C(C(=O)NS(=O)(=O)C2=CC(=C(C=C2)OCC2CC(CCC2)=O)[N+](=O)[O-])C=C1)OC=1C=C2C(=NC1)NC=C2 4-(4-{[2-(4-chlorophenyl)-4,4-dimethylcyclohex-1-en-1-yl]methyl}piperazin-1-yl)-N-({3-nitro-4-[(3-oxocyclohexyl)methoxy]phenyl}sulfonyl)-2-(1H-pyrrolo[2,3-b]pyridin-5-yloxy)benzamide